FC(C1(CC1)C=1C=CC(=NC1)N)(F)F 5-(1-(trifluoromethyl)cyclopropyl)pyridine-2-amine